5-(1-ethyl-1H-benzo[d][1,2,3]triazol-6-yl)-N-(6-(4-methylpiperazin-1-yl)pyridin-3-yl)-7H-pyrrolo[2,3-d]pyrimidin-2-amine C(C)N1N=NC2=C1C=C(C=C2)C2=CNC=1N=C(N=CC12)NC=1C=NC(=CC1)N1CCN(CC1)C